2,2'-dimethyl-spiro[6,7-dihydrothieno[3,2-C]pyran-4,4'-piperidine]-1'-carboxylic acid tert-butyl ester C(C)(C)(C)OC(=O)N1C(CC2(CC1)OCCC1=C2C=C(S1)C)C